2-amino-6-(4-(tert-butyl)-2-fluorophenyl)-4-methylnicotinic acid NC1=C(C(=O)O)C(=CC(=N1)C1=C(C=C(C=C1)C(C)(C)C)F)C